6-chloro-8-(difluoromethyl-sulfonyl)quinazolin-4-ol ClC=1C=C2C(=NC=NC2=C(C1)S(=O)(=O)C(F)F)O